[2H]C(C(O)([2H])[2H])([2H])N(C1=CC2=C(N(C(=N2)CC[C@@H](C(=O)OC)NC(=O)OC(C)(C)C)C)C=C1)C(C([2H])([2H])O)([2H])[2H] Methyl (2S)-4-[5-[bis(1,1,2,2-tetradeutero-2-hydroxy-ethyl)amino]-1-methyl-benzimidazol-2-yl]-2-(tert-butoxycarbonylamino)butanoate